tris(2-ethanol)-dihydrofluorid F.F.CCO.CCO.CCO